N-(1-(4-(cyclopropanesulphonylamino)pyridin-2-yl)-4-(dimethylamino)butyl)-5-(6-ethoxypyrazin-2-yl)thiazole-2-carboxamide formate salt C(=O)O.C1(CC1)S(=O)(=O)NC1=CC(=NC=C1)C(CCCN(C)C)NC(=O)C=1SC(=CN1)C1=NC(=CN=C1)OCC